3-[(1S)-1-hydroxy-2-[(3S,4S)-3-[(4-methanesulfonylphenoxy)methyl]-4-methylpyrrolidin-1-yl]ethyl]benzonitrile O[C@H](CN1C[C@H]([C@@H](C1)C)COC1=CC=C(C=C1)S(=O)(=O)C)C=1C=C(C#N)C=CC1